N-[bicyclo[1.1.1]pentan-1-yl]-7-cyano-N-methyl-1H-indole-2-carboxamide C12(CC(C1)C2)N(C(=O)C=2NC1=C(C=CC=C1C2)C#N)C